CC1=CC(=O)OC2=CC(=C(C=C12)O)O The molecule is a hydroxycoumarin that is 4-methylcuomarin which is substituted by hydroxy groups at positions 3 and 4. A hyaluronan synthesis inhibitor. It has also been used as a fluorescent sensor to monitor the consumption of a boronic acid in Suzuki coupling reactions; fluorescence is readily detectable by the naked eye using a standard 365 nm UV lamp. It has a role as a hyaluronan synthesis inhibitor, an antioxidant and an anti-inflammatory agent.